CC=1C=C(C(=O)NC2CC3(C2)CCNCC3)C=CC1 3-methyl-N-(7-azaspiro[3.5]Non-2-yl)benzamide